P(O)(=O)(OP(=O)(O)OP(=O)(O)O)OC[C@@H]1[C@H]([C@H]([C@@H](O1)N1C(=S)NC(=O)C(=C1)CNC=CC(C)C)O)O 5-(iso-pentenylaminomethyl)-2-thiouridine triphosphate